BrC=1C=C2C(=NC1)C(=NN2[C@H](C)C2=C(C=C(C=C2)Cl)Cl)C=C (R)-6-bromo-1-(1-(2,4-dichlorophenyl)ethyl)-3-vinyl-1H-pyrazolo[4,3-b]pyridine